BrC1=CC=C(C=C1)C(C(=O)N)OC (4-bromophenyl)-2-methoxyacetamide